3-(7-chloroindolin-5-yl)-6-((1-(4,4-difluoro-3-(3-fluoro-1H-pyrazol-1-yl)butyryl)-4-hydroxypiperidin-4-yl)methyl)isothiazolo[4,3-d]pyrimidin-7(6H)-one ClC=1C=C(C=C2CCNC12)C=1SN=C2C1N=CN(C2=O)CC2(CCN(CC2)C(CC(C(F)F)N2N=C(C=C2)F)=O)O